3-(2-chlorophenyl)isoquinoline ClC1=C(C=CC=C1)C=1N=CC2=CC=CC=C2C1